5-(4-chloro-2-fluorophenyl)-7-((2S,4R)-2-(2-methoxy-4-pyridinyl)tetrahydro-2H-pyran-4-yl)-2,3-dimethylpyrido[4,3-d]pyrimidin-4(3H)-one ClC1=CC(=C(C=C1)C1=NC(=CC=2N=C(N(C(C21)=O)C)C)[C@H]2C[C@H](OCC2)C2=CC(=NC=C2)OC)F